CC=1N(C(=CC1)C)C=1SC(=CC1C#N)C 2-(2,5-dimethyl-1H-pyrrol-1-yl)-5-methylthiophene-3-carbonitrile